3,5-dibromo-2-(trifluoromethyl)pyridin-4-amine BrC=1C(=NC=C(C1N)Br)C(F)(F)F